Cl.FC(CN)(CC1=CC=C(C=C1)F)F 2,2-difluoro-3-(4-fluorophenyl)propan-1-amine hydrochloride